2-(thiomorpholin-4-yl)-5,6-dihydro-7H-pyrrolo[3,4-d]pyrimidin-7-one N1(CCSCC1)C=1N=CC2=C(N1)C(NC2)=O